BrC1=C(C=CC(=C1F)F)SC (2-bromo-3,4-difluorophenyl)(methyl)sulfane